tert-butyl (R)-3-(3-chloro-5-vinylphenyl)morpholine-4-carboxylate ClC=1C=C(C=C(C1)C=C)[C@H]1N(CCOC1)C(=O)OC(C)(C)C